(R)-5-(((R)-tert-butylsulfinyl)amino)-3-chloro-5,7-dihydrospiro[cyclopenta[b]pyridine-6,4'-piperidine]-1'-carboxylic acid tert-butyl ester C(C)(C)(C)OC(=O)N1CCC2(CC1)[C@H](C=1C(=NC=C(C1)Cl)C2)N[S@](=O)C(C)(C)C